3-phenyl-1-(4-methoxyphenyl)-1-propanone C1(=CC=CC=C1)CCC(=O)C1=CC=C(C=C1)OC